C(COCC(=O)O)(=S)O thiodiglycolic acid